methyl 4-{4-[2-(2-azidoethoxy)ethoxy]phenyl}butanoate N(=[N+]=[N-])CCOCCOC1=CC=C(C=C1)CCCC(=O)OC